FC(C1=CC=C(C=C1)C(=O)N1CCC(CC1)CCCCNC(=O)C1=CC=2C(=CN=CC2)S1)(F)F N-[4-(1-{[4-(trifluoromethyl)phenyl]carbonyl}piperidin-4-yl)butyl]thieno[2,3-c]pyridine-2-carboxamide